4-fluoro-3-{(Z)-2-fluoro-2-[5-(pyrimidin-2-yl)pyridin-3-yl]ethenyl}-N-[(1S,2S)-2-hydroxycyclohexyl]benzamide FC1=C(C=C(C(=O)N[C@@H]2[C@H](CCCC2)O)C=C1)\C=C(\C=1C=NC=C(C1)C1=NC=CC=N1)/F